FC(C(=O)O)(F)F.[Si](C1=CC=CC=C1)(C1=CC=CC=C1)(C(C)(C)C)OCC[C@H](CCC)NC=1C2=C(N=C(N1)NC(OC)=O)C=NN2CC2=C(C=C(C=C2)C2NCCC2)OC methyl (7-(((S)-1-((tert-butyldiphenylsilyl)oxy)hexan-3-yl)amino)-1-(2-methoxy-4-(pyrrolidin-2-yl)benzyl)-1H-pyrazolo[4,3-d]pyrimidin-5-yl)carbamate trifluoroacetate